(4-(3-cyclopropyloxy-5-(cyclopropylethynyl)pyridin-2-yl)-1H-1,2,3-triazol-1-yl)-N,N-dimethylacetamide C1(CC1)OC=1C(=NC=C(C1)C#CC1CC1)C=1N=NN(C1)CC(=O)N(C)C